FC1=C(C=C(C=C1)O)CN1CC2(C1)CC(C2)C2=CC(=NN2C2=C(C=CC=C2)C)C 4-fluoro-3-((6-(3-methyl-1-(o-tolyl)-1H-pyrazol-5-yl)-2-azaspiro[3.3]heptan-2-yl)methyl)phenol